NC1=C(C=C(C=C1)C1=CC=C(C=C1)F)NC(C1=CC=C(C=C1)S(=O)(=N)C=1C=NC=CC1C)=O N-[2-amino-5-(4-fluorophenyl)phenyl]-4-[(4-methyl-3-pyridyl)sulfonimidoyl]benzamide